CN(CCN(C1=C(C=C(C(=C1)OC)NC1=NC=NC(=C1)N1OCC[C@@H]1C1=CC(=CC=C1)C(F)(F)F)NC(C=C)=O)C)C N-(2-((2-(dimethylamino)ethyl)(methyl)amino)-4-methoxy-5-((6-((R)-3-(3-(trifluoromethyl)phenyl)-isoxazolidine-2-yl)pyrimidine-4-yl)amino)phenyl)acrylamide